benzyl 3-(5-(1-((tert-butylsulfinyl)amino)-2,2,2-trifluoroethyl)-6-methoxypyridin-3-yl)-4,4-difluoropiperidine-1-carboxylate C(C)(C)(C)S(=O)NC(C(F)(F)F)C=1C=C(C=NC1OC)C1CN(CCC1(F)F)C(=O)OCC1=CC=CC=C1